1-(4,4-difluoropiperidin-1-yl)-2,7-naphthyridine-3-carboxamide FC1(CCN(CC1)C1=NC(=CC2=CC=NC=C12)C(=O)N)F